naphtho[1,2-a]triphenylene C1=CC=CC2=C3C=CC4=C(C3=C3C=CC=CC3=C12)C1=CC=CC=C1C=C4